6-(phenethylamino)pyrimidin C(CC1=CC=CC=C1)NC1=CC=NC=N1